Phenol-2,4,6-d3 C=1(C(=CC(=CC1[2H])[2H])[2H])O